ClC=1C(=C(C=CC1)C1=CC=CC=C1)C chloro-2-methyl-[1,1'-biphenyl]